SC(CC(=O)OCC(COC(CC(C)S)=O)(COCC(COC(CC(C)S)=O)(COC(CC(C)S)=O)COC(CC(C)S)=O)COC(CC(C)S)=O)C Dipentaerythritol hexakis(3-mercaptobutyrate)